N1=CC=CC=2CCC=3C=C4C(=NC3C12)C=CC=C4 5,6-dihydrobenzo[b][1,10]phenanthroline